C1(CC1)C1=CC=C(C(=N1)N1CC=2C=C3C(=CC2C1=O)OC(O3)(F)F)S(=O)(=O)CC 6-(6-cyclopropyl-3-ethylsulfonyl-2-pyridinyl)-2,2-difluoro-5H-[1,3]dioxolo[4,5-f]isoindol-7-one